3-acetyl-8-((6-chloropyridin-3-yl)methyl)pyrido[2,3-d]pyrimidine-2,4(3H,8H)-dione C(C)(=O)N1C(N=C2C(C1=O)=CC=CN2CC=2C=NC(=CC2)Cl)=O